1-(3-(allyloxy)phenyl)dihydropyrimidine-2,4(1H,3H)-dione C(C=C)OC=1C=C(C=CC1)N1C(NC(CC1)=O)=O